N-(2-cyanopropan-2-yl)-8-isobutyl-7-methoxy-N-methyl-1-(thiophen-3-yl)-1,4-dihydrochromeno[4,3-c]pyrazole-3-carboxamide C(#N)C(C)(C)N(C(=O)C=1C2=C(N(N1)C1=CSC=C1)C=1C=C(C(=CC1OC2)OC)CC(C)C)C